1-Methyl-piperidine-4-carboxylic acid [(R)-7-(3-chloro-benzyloxy)-2,3-dihydro-benzo[1,4]dioxin-2-ylmethyl]-amide ClC=1C=C(COC=2C=CC3=C(O[C@@H](CO3)CNC(=O)C3CCN(CC3)C)C2)C=CC1